F[C@H]1C[C@H](N2N=C(N=C21)C(=O)[C@H]2[C@@H](C2)C(F)(F)F)C2=CC=CC=C2 |r| [rac-(5S,7S)-7-fluoro-5-phenyl-6,7-dihydro-5H-pyrrolo[1,2-b][1,2,4]triazol-2-yl]-[rac-(1R,2R)-2-(trifluoromethyl)cyclopropyl]methanone